ClN1NN=C(C=N1)Cl 3,6-dichloro-tetrazine